FC1=C(CN2C(C=3NN=C(C3C2)NC(C2=CC(=CC=C2)N(C)C)=O)(C)C)C=CC=C1F N-[5-(2,3-difluorobenzyl)-6,6-dimethyl-1,4,5,6-tetrahydropyrrolo[3,4-c]pyrazol-3-yl]-3-dimethylaminobenzamide